N-(6-chloro-2,3-difluorophenyl)-5-fluoro-4-(3-oxo-5,6,7,8-tetrahydro[1,2,4]triazolo[4,3-a]pyridin-2(3H)-yl)-2-{[(2S)-1,1,1-trifluoropropan-2-yl]oxy}benzamide ClC1=CC=C(C(=C1NC(C1=C(C=C(C(=C1)F)N1N=C2N(CCCC2)C1=O)O[C@H](C(F)(F)F)C)=O)F)F